C1=C(C=CC=2C3=CC=CC=C3C3=CC=CC=C3C12)C=1C=C(C=CC1)C1=NC(=NC(=N1)C=1C=C(C=CC1)C1=CC=CC=C1)C1=CC=CC=C1 3'-(triphenylen-2-yl)-(biphenyl-3-yl)-4,6-diphenyl-1,3,5-triazine